FC1=CC=C(CN2C(=NC=3C2=NC=CC3)OCC(=O)N[C@@H](C)C3=CC=C(C=C3)F)C=C1 2-[3-(4-Fluoro-benzyl)-3H-imidazo[4,5-b]pyridin-2-yloxy]-N-[(S)-1-(4-fluoro-phenyl)-ethyl]-acetamide